O=C1NC(CCC1N1C(C2=CC=C(C=C2C1=O)N1CCN(CC1)CCOC1=CC=C(C=C1)\C(=C(\CC)/C1=CC=CC=C1)\C1=CC=C(C=C1)O)=O)=O (Z)-2-(2,6-Dioxopiperidin-3-yl)-5-(4-(2-(4-(1-(4-hydroxyphenyl)-2-phenylbut-1-en-1-yl)phenoxy)ethyl)piperazin-1-yl)isoindolin-1,3-dion